CC1=CNC2=NC=CC(=C21)N2CCSC(=C2)C(=O)N 4-(3-methyl-1H-pyrrolo[2,3-b]pyridin-4-yl)-3,4-dihydro-2H-1,4-thiazine-6-carboxamide